dimethoxybenzylidenedioxoimidazolinium propionate C(CC)(=O)[O-].COC1=C(C(=[N+]2C=NC(C2=O)=O)OC)C=CC=C1